C(C1=CC=CC=C1)OC1=C(C=C(C(=C1)Br)F)C(C=O)(C)C 2-(2-benzyloxy-4-bromo-5-fluoro-phenyl)-2-methyl-propanal